(3S,4R)-3-(N,N-BIS(4-METHOXYBENZYL)SULFAMOYL)-4-METHYLHEPT-6-ENOIC ACID COC1=CC=C(CN(S(=O)(=O)[C@@H](CC(=O)O)[C@@H](CC=C)C)CC2=CC=C(C=C2)OC)C=C1